FC(C=1C(=NC(=NC1)NC=1C(=NN(C1)C1CC2CCC(C1)N2C)C)NCCCN2C(CC2)=O)F 1-(3-((5-(difluoromethyl)-2-((3-methyl-1-(8-methyl-8-azabicyclo[3.2.1]octan-3-yl)-1H-pyrazol-4-yl)amino)pyrimidin-4-yl)amino)propyl)azetidin-2-one